2-(benzyloxy)-N,N-dimethylpyridin-3-amine C(C1=CC=CC=C1)OC1=NC=CC=C1N(C)C